1''-(3-((3-fluoro-4-(tetradecyloxy)phenyl)sulfonyl)-6-(methylsulfinyl)quinolin-4-yl)-[1,4':1',4''-terpiperidin]-3-ol FC=1C=C(C=CC1OCCCCCCCCCCCCCC)S(=O)(=O)C=1C=NC2=CC=C(C=C2C1N1CCC(CC1)N1CCC(CC1)N1CC(CCC1)O)S(=O)C